(2-(5-bromo-3,6-dimethoxypyridin-2-yl)ethyl)carbamic acid tert-butyl ester C(C)(C)(C)OC(NCCC1=NC(=C(C=C1OC)Br)OC)=O